di(perfluorobutyryl)peroxide FC(C(=O)OOC(C(C(C(F)(F)F)(F)F)(F)F)=O)(C(C(F)(F)F)(F)F)F